NC1=CC(=C2OCCCCCC[C@](C3=NN=C(C1=N2)O3)(O)C(F)(F)F)C(F)(F)F |r| Racemic-17-amino-6,15-bis(trifluoromethyl)-13,19-dioxa-3,4,18-triazatricyclo[12.3.1.12,5]nonadeca-1(18),2,4,14,16-pentaen-6-ol